F[C@H]1[C@@H]2COC[C@H](C[C@H]1OC1=CC=C(N=N1)C1=C(C=C(C=C1)C=1C=NNC1)O)N2 2-(6-(((1s,5s,6s,7r)-6-fluoro-3-oxa-9-azabicyclo[3.3.1]non-7-yl)oxy)pyridazin-3-yl)-5-(1H-pyrazol-4-yl)phenol